CC=1SC(=C(N1)C(=O)N1C2CC(CC1COC1=CC=C(C=C1)C)C2)C2=CC=CC=C2 2-(2-Methyl-5-phenyl-1,3-thiazol-4-carbonyl)-3-(4-methylphenoxymethyl)-2-azabicyclo[3.1.1]heptan